2-[[2-(4-bromo-2,5-dimethoxyphenyl)ethylamino]methyl]phenol BrC1=CC(=C(C=C1OC)CCNCC1=C(C=CC=C1)O)OC